CNCCOCCOCCCNCCCCC(NCNC(CCC(=O)O)C(=O)O)C(=O)O 5,8-dioxa-2,12,18,20-tetraazatricosane-17,21,23-tricarboxylic acid